2,2'-(ethylenedioxy)Diethyl Mercaptan C(OCCS)COCCS